C(C)[C@]1(C(OCC=2C(N3CC=4N(C5=CC=C(C=C5C(C4C3=CC21)=O)F)C2CCC(CC2)COC2OCCCC2)=O)=O)O (4S)-4-ethyl-8-fluoro-4-hydroxy-11-((1s,4R)-4-(((tetrahydro-2H-pyran-2-yl)oxy)methyl)cyclohexyl)-1,12-dihydro-14H-pyrano[3',4':6,7]indolizino[2,1-b]quinoline-3,6,14(4H,11H)-trione